2,7-bis(9,9-spirobifluorene-2-yl)-9,9-spirobifluorene C1=C(C=CC=2C3=CC=CC=C3C3(C12)C1=CC=CC=C1C=1C=CC=CC13)C1=CC=3C2(C4=CC(=CC=C4C3C=C1)C1=CC=3C4(C5=CC=CC=C5C3C=C1)C1=CC=CC=C1C=1C=CC=CC14)C1=CC=CC=C1C=1C=CC=CC12